CS(=O)(=O)C1=NC=C(C=N1)C(CCCCC(=O)N)CCCCCCCCCC 6-(2-(methylsulfonyl)pyrimidin-5-yl)hexadecanamide